N1=NC=C(C=C1)NC(=O)[C@@H]1CC12CCN(CC2)C(=O)OC(C(F)(F)F)C(F)(F)F 1,1,1,3,3,3-Hexafluoropropan-2-yl (R)-1-(pyridazin-4-ylcarbamoyl)-6-azaspiro[2.5]octan-6-carboxylat